N[C@H](C(=O)NCCNC(C1=C(C=C(C=C1)NC=1C=2N(C=CN1)C(=CN2)C2=C(C(=C(C=C2)OC2=NC=CC(=N2)C)F)F)CC)=O)CCNC(=N)N (S)-N-(2-(2-amino-4-guanidinobutanamido)ethyl)-4-((3-(2,3-difluoro-4-((4-methylpyrimidin-2-yl)oxy)phenyl)imidazo[1,2-a]pyrazin-8-yl)amino)-2-ethylbenzamide